tert-Butyl-4-bromo-2,2-dimethylbutanoate C(C)(C)(C)OC(C(CCBr)(C)C)=O